ClC=1C(=C(C(=CC1)OC)C1=CC(=NC=C1C(=O)NC=1SC(=NN1)SC(C(=O)N(C)C)C)C)F 4-(3-chloro-2-fluoro-6-methoxyphenyl)-N-(5-((1-(dimethylamino)-1-oxopropan-2-yl)thio)-1,3,4-thiadiazol-2-yl)-6-methylnicotinamide